ClCC(=O)ON1C(CCC1=O)=O 2,5-dioxopyrrolidin-1-yl 2-chloroacetate